1,3-Diphenyl-1-butyn-3-ol C1(=CC=CC=C1)C#CC(C)(O)C1=CC=CC=C1